FC(C(=O)O)(F)F.FC=1C=2N(C=C(C1)NC(=O)C1=CC=C(C3=CN(N=C13)CC=1C=C3C=NNC3=CC1)N1CCNCC1)C=C(N2)C N-{8-fluoro-2-methylimidazo[1,2-a]pyridin-6-yl}-2-(1H-indazol-5-ylmethyl)-4-(piperazin-1-yl)indazole-7-carboxamide trifluoroacetate